C1(CC1)N1C=C(C(C2=CC(=C(C(=C12)OC)N1CC(NCC1)C)F)=O)C(=O)O 1-cyclopropyl-6-fluoro-7-(3-methylpiperazin-1-yl)-8-methoxy-quinolin-4(1H)-one-3-carboxylic acid